2-(4-bromopyrazol-1-yl)-2-methylpropan-1-ol BrC=1C=NN(C1)C(CO)(C)C